2-(2,6-difluoro-4-(3-(1-(5-propylpyrimidin-2-yl)piperidin-4-yl)propoxy)phenyl)-1-(3-(((2,3-dihydroxy-2-(hydroxymethyl)propyl)amino)methyl)-azetidin-1-yl)ethan-1-one FC1=C(C(=CC(=C1)OCCCC1CCN(CC1)C1=NC=C(C=N1)CCC)F)CC(=O)N1CC(C1)CNCC(CO)(CO)O